C(C)N1C2=C([C@H]([C@H](C1=O)NC(C1=CC(=CC=C1)C(F)(F)F)=O)C1=CC=C(C=C1)F)C(=NN2C2=CC=CC=C2)CCO |r| rac-N-((4R,5R)-7-ethyl-4-(4-fluorophenyl)-3-(2-hydroxyethyl)-6-oxo-1-phenyl-4,5,6,7-tetrahydro-1H-pyrazolo[3,4-b]pyridin-5-yl)-3-(trifluoromethyl)benzamide